4-methoxy-3,5-dimethylaniline COC1=C(C=C(N)C=C1C)C